N1=NN=C(C=C1)N[C@@H](CCCCN)C(=O)O triazinyl-lysine